CC1=NC=2N(C(=C1)C)C=NC2C(=O)N 2,4-dimethylimidazo[1,5-a]pyrimidine-8-carboxamide